ClCC=1N=NN(C1)C1=CC=C(C=C1)[N+](=O)[O-] 4-(chloromethyl)-1-(4-nitrophenyl)-1H-1,2,3-triazole